ethyl (1S,3S,4R)-2-benzylazabicyclo[2.2.1]heptane-3-carboxylate C(C1=CC=CC=C1)C1N2CC[C@H]([C@@H]1C(=O)OCC)C2